5-(3,4-dimethylphenyl)-1,3-cyclohexanedione CC=1C=C(C=CC1C)C1CC(CC(C1)=O)=O